ClC=1C=C(OCCCO)C=CC1C=1N(C2=NC=NC(=C2N1)OC1(CC1)C)CC1=NC=CC(=C1)C(F)(F)F 3-(3-chloro-4-(6-(1-methylcyclopropoxy)-9-((4-(trifluoromethyl)pyridin-2-yl)methyl)-9H-purin-8-yl)phenoxy)propan-1-ol